The molecule is a benzylisoquinoline alkaloid that is berbamunine in which the methyl group is replaced with a hydrogen on one of the tetrahydroisoquinolinol rings. It has a role as a metabolite. It is a benzyltetrahydroisoquinoline, an isoquinolinol and a bisbenzylisoquinoline alkaloid. It derives from a berbamunine. CN1CCC2=CC(=C(C=C2[C@H]1CC3=CC(=C(C=C3)O)OC4=CC=C(C=C4)C[C@H]5C6=CC(=C(C=C6CCN5)OC)O)O)OC